((3ar,5r,6as)-5-(6-chloro-1H-indazol-4-yl)-5-hydroxycyclopenta[c]pyrrol-2(1H)-yl)(cyclohexyl)methanone ClC1=CC(=C2C=NNC2=C1)C1(C=C2C(CN(C2)C(=O)C2CCCCC2)=C1)O